[(3S)-5-oxopyrrolidin-3-yl] N-[(3R)-1-[3-[2-(cyclopropoxy)-3-pyridyl]pyrazolo[1,5-a]pyrimidin-5-yl]pyrrolidin-3-yl]carbamate C1(CC1)OC1=NC=CC=C1C=1C=NN2C1N=C(C=C2)N2C[C@@H](CC2)NC(O[C@@H]2CNC(C2)=O)=O